C(C)[C@@]1(CC[C@@]2([C@H]3CC[C@]4(CC[C@H]([C@H]4[C@@H]3C(C=C2C1)[C@H](C)CCCC(C)(C)O)C)C)C)O (3S,8R,9S,10R,13R,14S,15R,17R)-3-ethyl-l-7-((R)-6-hydroxy-6-methylheptan-2-yl)-10,13,15-trimethyl-2,3,4,7,8,9,10,11,12,13,14,15,16,17-tetradecahydro-1H-cyclopenta[a]phenanthren-3-ol